C1(=CC=CC=C1)N1C2=CC=CC=C2C=2C=C(C=CC12)C1=CC=C(C=C1)C1=C(C=CC=2C3=CC=CC=C3CC12)N (4-(9-phenyl-9H-carbazol-3-yl)phenyl)-9H-fluoren-2-amine